CN1C=NC(=C1)C(=O)ON=CC1=C(C=CC=C1)F 2-Fluorobenzaldehyde-O-(1-methyl-1H-imidazole-4-carbonyl) oxime